N[C@@H](CCO)C1=CC=CC=C1 (3S)-3-amino-3-phenylpropan-1-ol